6-(5-(1-methyl-1H-pyrazol-4-yl)-1H-pyrrolo[2,3-b]pyridin-3-yl)-3,4-dihydroisoquinolin-1(2H)-one CN1N=CC(=C1)C=1C=C2C(=NC1)NC=C2C=2C=C1CCNC(C1=CC2)=O